FC/C=C/C(=O)N1COC2(C1)CCN(CC2)C(=O)N(C(C(=O)N)C(C)C)C 2-({3-[(2E)-4-fluorobut-2-enoyl]-1-oxa-3,8-diazaspiro[4.5]decane-8-carbonyl}(methyl)amino)-3-methylbutanamide